C(C)(=O)C=1C(=CC2=C(OCCO2)C1)NC(CN1CCN(CC1)C(C)=O)=O N-(7-Acetyl-2,3-dihydrobenzo-[b][1,4]dioxin-6-yl)-2-(4-acetylpiperazin-1-yl)acetamide